6-methylpicolinamide CC1=CC=CC(=N1)C(=O)N